CC1=C(C=CC=C1F)NC(\C=C\C1=CC=C2C=NNC2=C1)=O (E)-N-(2-methyl-3-fluorophenyl)-3-(1H-indazol-6-yl)acrylamide